C[C@H]1NC(C2=C(C=3C=4C=CC(=NC4C=CC3S2)N2C=NC=C2)NC1)=O (R)-1-(10-methyl-8-oxo-9,10,11,12-tetrahydro-8H-[1,4]diazepino[5',6':4,5]thieno[3,2-f]quinolin-3-yl)-1H-imidazole